5-Oxa-2-azaspiro[3.5]nonane C1NCC12OCCCC2